C(C)(C)(C)OC(CC[C@@H](C(=O)N)N1C(C2=CC=C(C=C2C1)O[C@@H]1CNCC1)=O)=O (S)-5-amino-5-oxo-4-(1-oxo-5-(((S)-pyrrolidin-3-yl)oxy)isoindolin-2-yl)pentanoic acid tert-butyl ester